[Si](C)(C)(C(C)(C)C)OCC=1C=CC(=C2C(=CNC12)C)CN (7-{[(tert-butyldimethylsilyl)oxy]methyl}-3-methyl-1H-indol-4-yl)methanamine